C(C)C(CC(C(C(C(=O)[O-])(CC(CC)(CC)C)CC(CC)(CC)C)(O)C(=O)[O-])C(=O)[O-])(CC)C tri(2-ethyl-2-methyl-1-butyl)citrate